C(C(=C)C)(=O)O.C1(=CC=CC2=CC=CC=C12)OC1=CC=CC2=CC=CC=C12 naphthyl ether methacrylate